CC=1N=C2N(N=C(C=C2C)C=2N=C3N(C(C2)=O)C=C(S3)N3CC(NC(C3)C)C)C1 7-(2,8-Dimethylimidazo[1,2-b]pyridazin-6-yl)-2-(3,5-dimethylpiperazin-1-yl)thiazolo[3,2-a]pyrimidin-5-on